{1,3-bis[2,6-di(propan-2-yl)phenyl]-1,3-dihydro-2H-imidazol-2-ylidene}(chloro){2-[(dimethylamino)methyl]phenyl}palladium CC(C)C1=C(C(=CC=C1)C(C)C)N1C(N(C=C1)C1=C(C=CC=C1C(C)C)C(C)C)=[Pd](C1=C(C=CC=C1)CN(C)C)Cl